2-((6-amino-9-(tetrahydro-2H-pyran-2-yl)-9H-purin-2-yl)oxy)ethane-1-ol NC1=C2N=CN(C2=NC(=N1)OCCO)C1OCCCC1